The molecule is an analogue of sunitinib in which the 2-(diethylamino)ethyl amide group is replaced by 3-aminopropyl. It is a member of pyrroles, a monocarboxylic acid amide, an organofluorine compound and a member of oxindoles. It derives from a sunitinib. CC1=C(NC(=C1C(=O)NCCCN)C)/C=C\\2/C3=C(C=CC(=C3)F)NC2=O